(3-((3-azabicyclo[3.1.0]hexan-3-yl)sulfonyl)phenyl)(5'-bromospiro[cyclohexane-1,3'-indolin]-1'-yl)methanone C12CN(CC2C1)S(=O)(=O)C=1C=C(C=CC1)C(=O)N1CC2(C3=CC(=CC=C13)Br)CCCCC2